2-amino-N-((3,5-difluoro-2-pyridinyl)methyl)-N-((3-fluoro-2-pyridinyl)methyl)-3-methyl-6-quinolinecarboxamide NC1=NC2=CC=C(C=C2C=C1C)C(=O)N(CC1=NC=CC=C1F)CC1=NC=C(C=C1F)F